C(C)C=1C(NC=2C=C(C=NC2C1)CN1CC2=NN(C(=C2C1)CO)C=1C=CC(=NC1)C(=O)NC)=O 5-(5-((7-ethyl-6-oxo-5,6-dihydro-1,5-naphthyridin-3-yl)methyl)-3-(hydroxymethyl)-5,6-dihydropyrrolo[3,4-c]pyrazol-2(4H)-yl)-N-methylpyridinecarboxamide